C(C1=CC=CC=C1)C1(CCC1)CN(C(=O)C1=NC(=CN=C1)O)C N-((1-benzylcyclobutyl)methyl)-6-hydroxy-N-methylpyrazine-2-carboxamide